2-((tert-butoxycarbonyl)(1,2,3,5,6,7-hexahydro-s-indacen-4-yl)amino)oxazole-5-carboxylic acid C(C)(C)(C)OC(=O)N(C=1OC(=CN1)C(=O)O)C1=C2CCCC2=CC=2CCCC12